C(C)(C)(C)[C@H]1CC[C@H](CC1)OC=1C=C2C=CC(=CC2=CC1)CN1CCCCC1 1-((6-(cis-4-tert-Butylcyclohexyloxy)naphthalen-2-yl)methyl)piperidin